FC1=C(N=CC2=C1N=C(N=C2N2CC1(CNC1=O)CCC2)OCC21CCCN1CCC2)C2=CC=CC1=CC=CC(=C21)F 6-(8-fluoro-7-(8-fluoronaphthalen-1-yl)-2-((tetrahydro-1H-pyrrolizin-7a(5H)-yl)methoxy)pyrido[4,3-d]pyrimidin-4-yl)-2,6-diazaspiro[3.5]nonan-1-one